C(CC1=CC=CC=C1)OC1=CC=C(C=N1)NC(C1=CC(=CC=C1)B1OC(C(O1)(C)C)(C)C)=O N-(6-Phenethoxypyridin-3-yl)-3-(4,4,5,5-tetramethyl-1,3,2-dioxaborolan-2-yl)benzamide